[Zn].[Ni].[Sn] tin-nickel-zinc